P(=O)(O)(O)OC[C@@H]1[C@H]([C@H]([C@@H](O1)N1C=NC=2C(=O)NC(=O)NC12)O)O xanthosine-5'-monophosphate